N=C(CCCC)NCC(=O)O N-(1-iminoamyl)-glycine